4-Chloro-2-(4-isopropyl-3-methoxyphenyl)benzoxazole ClC1=CC=CC2=C1N=C(O2)C2=CC(=C(C=C2)C(C)C)OC